N,1,4-trimethyl-1H-pyrazol-5-amine hydrochloride Cl.CNC1=C(C=NN1C)C